NCC1(CCN(CC1)C(=O)OC(C)(C)C)NC(=O)OCC1=CC=CC=C1 tert-butyl 4-(aminomethyl)-4-(((benzyloxy)carbonyl)amino)piperidine-1-carboxylate